(S)-(1-(2-Chloropyrrolo[2,1-f][1,2,4]triazin-4-yl)pyrrolidin-3-yl)methanol ClC1=NN2C(C(=N1)N1C[C@H](CC1)CO)=CC=C2